(S)-N-(5-(2-amino-[1,2,4]triazolo[1,5-a]pyridin-6-yl)-2-methylpyridin-3-yl)-3-(5-fluoropyridin-3-yl)isoxazolidine-2-carboxamide NC1=NN2C(C=CC(=C2)C=2C=C(C(=NC2)C)NC(=O)N2OCC[C@H]2C=2C=NC=C(C2)F)=N1